ClC=1C=C(C=CC1Cl)C1=CC(=CC(=C1)Cl)Cl 3,4,3',5'-tetrachlorobiphenyl